ClC=1C=CC(=C(N)C1)C(F)(F)F 5-chloro-2-(trifluoromethyl)aniline